Butyl 2-((6aR,10aS)-9-formyl-1-hydroxy-6,6-dimethyl-6a,7,8,9,10,10a-hexahydro-6H-benzo[c]chromen-3-yl)-2-methylpropanoate C(=O)C1C[C@H]2[C@H](C(OC3=CC(=CC(=C23)O)C(C(=O)OCCCC)(C)C)(C)C)CC1